O=C1N(CC1)C1=NNC2=CN=CC=C21 3-(2-oxoazetidin-1-yl)-1H-pyrazolo[3,4-c]pyridin